methyl (S)-7-((4-benzoylbenzoyl)glycyl)-1,4-dioxa-7-azaspiro[4.4]nonane-8-carboxylate C(C1=CC=CC=C1)(=O)C1=CC=C(C(=O)NCC(=O)N2CC3(OCCO3)C[C@H]2C(=O)OC)C=C1